bromotetradecaneOne BrCC(CCCCCCCCCCCC)=O